3-(8,9,10,11-Tetrahydro-3H-pyrazolo[4,3-a]phenanthridin-7-yl)benzoic acid C1=NNC=2C1=C1C=3CCCCC3C(=NC1=CC2)C=2C=C(C(=O)O)C=CC2